4-(5-Methylfuran-2-yl)-2-(methylsulfonyl)pyrazolo[1,5-a][1,3,5]triazin-8-ol CC1=CC=C(O1)C1=NC(=NC=2N1N=CC2O)S(=O)(=O)C